4-bromo-2,3,6-trimethylphenol BrC1=C(C(=C(C(=C1)C)O)C)C